C(=O)O.NC1CC(C1)NC(=O)N1CCN(CC1)C(C1=C(C=C(C=C1)NC=1C=2N(C=CN1)C(=CN2)C=2C(=NN(C2)CC#N)C(F)(F)F)Cl)=O N-((1s,3s)-3-aminocyclobutyl)-4-(2-chloro-4-((3-(1-(cyanomethyl)-3-(trifluoromethyl)-1H-pyrazol-4-yl)imidazo[1,2-a]pyrazin-8-yl)amino)benzoyl)piperazine-1-carboxamide formate